bis(2,4-di-t-butylphenyl)pentaerythritol diphosphate OP(O)(=O)OP(=O)(O)O.C(C)(C)(C)C1=C(C=CC(=C1)C(C)(C)C)C(O)(C(CO)(CO)CO)C1=C(C=C(C=C1)C(C)(C)C)C(C)(C)C